3-iodo-1-tetrahydropyran-2-yl-indazol-4-ol IC1=NN(C=2C=CC=C(C12)O)C1OCCCC1